P(=O)([O-])([O-])[O-].[Mg+2].[Mg+2].[Mg+2].P(=O)([O-])([O-])[O-] Trimagnesium phosphat